C(OC=1C(=NC=CC1OC)C(N[C@@H](C)C1=NC(=NN1C)C(C1=CC=CC=C1)C1=CC=CC=C1)=O)(OCC)=O (S)-2-((1-(3-benzhydryl-1-methyl-1,2,4-triazol-5-yl)ethyl)carbamoyl)-4-methoxypyridin-3-yl ethyl carbonate